CC1=C(N=C(S1)NC=1C=C(C(=O)NCC(F)(F)F)C=CN1)C1=NC=C(C=C1)OC1CCOCC1 2-(5-methyl-4-(5-(tetrahydro-2H-pyran-4-yloxy)pyridin-2-yl)thiazol-2-ylamino)-N-(2,2,2-trifluoroethyl)isonicotinamide